7-Chloro-N2-(3,4-dichlorophenyl)-N9-(2-(methylamino)ethyl)acridine-2,9-diamine ClC1=CC=C2N=C3C=CC(=CC3=C(C2=C1)NCCNC)NC1=CC(=C(C=C1)Cl)Cl